CC1=CC=C(C=C1)S(=O)(=O)OCC(C(F)(F)F)NC(=O)OC(C)(C)C 2-((tert-butoxycarbonyl)amino)-3,3,3-trifluoropropyl 4-methylbenzenesulfonate